1-Cyclobutyl-N-((2-(5-cyclopropyl-4'-fluoro-2'-(4-methyl-4H-1,2,4-triazol-3-yl)-[1,1'-biphenyl]-3-yl)-7-(trifluoromethyl)benzo[d]oxazol-5-yl)methyl)methanamine C1(CCC1)CNCC=1C=C(C2=C(N=C(O2)C=2C=C(C=C(C2)C2CC2)C2=C(C=C(C=C2)F)C2=NN=CN2C)C1)C(F)(F)F